N1CCC(CCC1)O azepan-4-ol